FC=1C=C(CNC(N(CC2CCN(CC2)C)CC2=CC=C(C=C2)F)=O)C=CC1OC 3-(3-fluoro-4-methoxybenzyl)-1-(4-fluorophenylmethyl)-1-((1-methylpiperidin-4-yl)methyl)urea